BrCC1=C2C(=CC(=C1)O2)CBr 2,6-dibromomethyl-1,4-phenylene ether